FC(C1=CN=CC(=N1)OC1CN(C1)C(=O)OC(C)(C)C)(F)F tert-butyl 3-[6-(trifluoromethyl)pyrazin-2-yl]oxyazetidine-1-carboxylate